NCC(=O)C1=CC(=CC=C1)O 2-amino-1-(3-hydroxyphenyl)-ethanone